CC=1C(=CC=2N(C1OC)C(=C(N2)C2=CC=1C(=NC(=CC1)N(S(=O)(=O)C)C)N2CC2CC2)C)C(=O)OC[C@@H](NCC2=CC=CC=C2)C(=O)O (R)-benzyl-serine methyl-2-[1-(cyclopropylmethyl)-6-[methyl(methylsulfonyl)amino]pyrrolo[2,3-b]pyridin-2-yl]-5-methoxy-3-methyl-imidazo[1,2-a]pyridine-7-carboxylate